4,4'-[1,3-phenylenedi[propane-2,2-diyl]]bis[benzene-1,3-diol] C1(=CC(=CC=C1)C(C)(C)C1=C(C=C(C=C1)O)O)C(C)(C)C1=C(C=C(C=C1)O)O